(R)-1-(2-chloro-5-fluoropyridin-3-yl)ethyl (4-(5-aminopyrimidin-2-yl)-1-methyl-1H-1,2,3-triazol-5-yl)carbamate hydrochloride Cl.NC=1C=NC(=NC1)C=1N=NN(C1NC(O[C@H](C)C=1C(=NC=C(C1)F)Cl)=O)C